6-chloro-2-(cyclopropylmethoxy)-N-(3-fluoro-4-methoxybenzyl)benzamide ClC1=CC=CC(=C1C(=O)NCC1=CC(=C(C=C1)OC)F)OCC1CC1